N-((6-(trifluoromethyl)pyridin-3-yl)methyl)aniline FC(C1=CC=C(C=N1)CNC1=CC=CC=C1)(F)F